C(CCCCCCCCCCCCCCCCC)O[Si](C)(C)C stearoxytrimethyl-silane